dimethoxymethyl-monohydroxymethyl-melamine COC(OC)N(C1=NC(=NC(=N1)N)N)CO